7-methyl-8-(piperidin-1-yl)-2-[(2,2,2-trifluoroethyl)sulfanyl]-3H-pyrazolo[1,5-a][1,3,5]triazin-4-one CC1=NN2C(N=C(NC2=O)SCC(F)(F)F)=C1N1CCCCC1